[OH-].ClC1=C(CCCC1=CC=C1N(C2=CC=CC=C2C1(C)C)CCCCS(=O)(=O)O)C=CC1=[N+](C2=CC=CC=C2C1(C)C)CCCCS(=O)(=O)O 2-[2-[2-Chloro-3-[2-[1,3-dihydro-3,3-dimethyl-1-(4-sulfobutyl)-2H-indol-2-ylidene]-ethylidene]-1-cyclohexen-1-yl]-ethenyl]-3,3-dimethyl-1-(4-sulfobutyl)-3H-indolium hydroxide